1-((6-(Benzyloxy)-6-oxohex-1-en-2-yl)oxy)-4-methylpyridin C(C1=CC=CC=C1)OC(CCCC(=C)ON1CC=C(C=C1)C)=O